BrC=1C=CC=C2C(=CNC12)C#N 7-bromoindole-3-carbonitrile